FC(C1=C([C@@H](C2=C(N1)COC2=O)C2=C(C(=CC=C2)F)C(C)F)C(=O)OC)F methyl (R)-2-(difluoromethyl)-4-(3-fluoro-2-(1-fluoroethyl)phenyl)-5-oxo-1,4,5,7-tetrahydrofuro[3,4-b]pyridine-3-carboxylate